5-bromo-6-fluoropyridinecarboxylic acid methyl ester COC(=O)C1=NC(=C(C=C1)Br)F